(+-)-alpha-tocopherol acetate CC1=C(C(=C(C2=C1O[C@](CC2)(C)CCC[C@H](C)CCC[C@H](C)CCCC(C)C)C)OC(=O)C)C